OC1=CC(=C(C=C1)C1CCN(CC1)C1=CC(=C(C#N)C=C1)C(F)(F)F)C 4-(4-(4-hydroxy-2-methylphenyl)piperidin-1-yl)-2-(trifluoromethyl)benzonitrile